3-(2,6-dichloro-3,5-dimethoxyphenyl)-7-(methylamino)-1-(4-nitrophenyl)-3,4-dihydropyrimido[4,5-d]pyrimidin-2(1H)-one ClC1=C(C(=C(C=C1OC)OC)Cl)N1C(N(C2=NC(=NC=C2C1)NC)C1=CC=C(C=C1)[N+](=O)[O-])=O